racemic-[2-(2,3-dihexadecyloxypropyl-oxymethoxy)ethyl]Trimethylammonium C(CCCCCCCCCCCCCCC)O[C@@H](COCOCC[N+](C)(C)C)COCCCCCCCCCCCCCCCC |r|